6-[3-[(2S)-2-[(tert-butoxycarbonyl)-amino]-4-carbamoylbutoxy]5-methylphenyl]-hexanoic acid C(C)(C)(C)OC(=O)N[C@H](COC=1C=C(C=C(C1)C)CCCCCC(=O)O)CCC(N)=O